CS(=O)(=O)N methanesulfonic acid, amide